C(C)(C)(C)OC(=O)O[C@@H]1[C@H]([C@H](N(C1)C(=O)OC(C)(C)C)CC1=CC=C(C=C1)OC)OC(=O)OC1=CC=C(C=C1)[N+](=O)[O-] tert-butyl (2R,3S,4S)-4-[(tert-butoxycarbonyl)oxy]-2-[(4-methoxyphenyl)methyl]-3-[(4-nitrophenoxycarbonyl)oxy]pyrrolidine-1-carboxylate